(3aR,5s,6aS)-5-((4-nitrobenzoyl)oxy)hexahydrocyclopenta[c]pyrrole-2(1H)-carboxylic acid tert-butyl ester C(C)(C)(C)OC(=O)N1C[C@@H]2[C@H](C1)CC(C2)OC(C2=CC=C(C=C2)[N+](=O)[O-])=O